Indole-2,4-dicarboxylic acid tert-butyl ester C(C)(C)(C)OC(=O)C=1NC=2C=CC=C(C2C1)C(=O)O